N(=O)N(C1=CC2=CC=CC=C2C=C1)C1=CC=CC=C1 N-nitroso-phenyl-β-naphthylamine